1-{[(2s,3s)-3-ethyl-4,4-difluoro-5-oxopyrrolidin-2-yl]methoxy}-7-methoxyisoquinoline-6-carboxamide C(C)[C@H]1[C@H](NC(C1(F)F)=O)COC1=NC=CC2=CC(=C(C=C12)OC)C(=O)N